C1(=CC=CC=C1)C1=CC=2C(=NC=CN2)N1 6-phenyl-5H-pyrrolo[2,3-b]pyrazine